FC1=NC(=C(C(=C1F)CCC(=O)O)F)F 2,3,5,6-tetrafluoro-4-pyridinepropionic acid